C(C)(C)(C)OC(=O)N1CCN(CC1)C=1C(C2=C(N(C1CC)CC(=O)O)N=C(O2)C2=CC(=NC=C2)OC)=O 2-(6-(4-(tert-butoxycarbonyl)piperazin-1-yl)-5-ethyl-2-(2-methoxypyridin-4-yl)-7-oxooxazolo[4,5-b]pyridin-4(7H)-yl)acetic acid